(((2R,4R)-2-(5-fluoro-6-(4-fluorophenyl)-4-(2-hydroxypropan-2-yl)pyridin-2-yl)-4-hydroxy-4-methyltetrahydrofuran-2-yl)methyl)-8-methoxy-3-methylcinnoline-6-carboxamide FC=1C(=CC(=NC1C1=CC=C(C=C1)F)[C@@]1(OC[C@](C1)(C)O)CC1=C(N=NC2=C(C=C(C=C12)C(=O)N)OC)C)C(C)(C)O